CCC(CCCCC)=O Octane-3-on